ClCCNC(CP(O)(O)=O)=N 2-((2-chloroethyl)amino)-2-iminoethylphosphonic acid